C[C@H]1CC[C@@H](N(C1)C(C(=O)OCC(F)(F)F)=O)C1=CC2=CC=CC=C2C=C1 2,2,2-trifluoroethyl 2-((2R,5S)-5-methyl-2-(naphthalen-2-yl)piperidin-1-yl)-2-oxoacetate